3,4,4'-tricarboxybiphenyl C(=O)(O)C=1C=C(C=CC1C(=O)O)C1=CC=C(C=C1)C(=O)O